FC=1C=C(C=CC1F)N1C(CCCC12CCN(CC2)C2=NC(=NC(=C2)N2N=CC(=C2)C(F)(F)F)CO)=O 1-(3,4-difluorophenyl)-9-(2-(hydroxymethyl)-6-(4-(trifluoromethyl)-1H-pyrazol-1-yl)pyrimidin-4-yl)1,9-diazaspiro[5.5]undecan-2-one